5-(2-methoxyethoxy)pyrimidin-2-amine COCCOC=1C=NC(=NC1)N